Ethyl 2-(7-amino-5-(ethoxymethyl)-2-phenyl-1H-indol-3-yl)-1H-imidazole-1-carboxylate {ethyl 2-(7-amino-5-(ethoxymethyl)-2-phenyl-1H-indol-3-yl)-1H-imidazole-1-carboxylate} C(C)C=1N=C(N(C1)C(=O)O)C1=C(NC2=C(C=C(C=C12)COCC)N)C1=CC=CC=C1.NC=1C=C(C=C2C(=C(NC12)C1=CC=CC=C1)C=1N(C=CN1)C(=O)OCC)COCC